(5-cyclopropyl-3-(2,6-difluorophenyl)isoxazol-4-yl)methanol C1(CC1)C1=C(C(=NO1)C1=C(C=CC=C1F)F)CO